(R)-N-((4R)-2-(METHOXYMETHYL)-2-METHYLCHROMAN-4-YL)-2-METHYLPROPANE-2-SULFINAMIDE COCC1(OC2=CC=CC=C2[C@@H](C1)N[S@](=O)C(C)(C)C)C